C(CCCCCCCCCCCCCCCCCCCCCCCCCCCCCCCCCCCCCCCCC(=O)N)(=O)N hexamethylenebisstearamide